C(CCCCCCCCCCCCC)(=O)N[C@@H](CCCCN)C(=O)O N-myristoyl-L-lysine